5-diamino-3-oxapentane CCOCC(N)N